C(C)(C)C1=CC(=NC=N1)C1=CC=2C=NC(=CC2N1C)NC1CCOCC1 2-(6-isopropylpyrimidin-4-yl)-1-methyl-N-(tetrahydro-2H-pyran-4-yl)-1H-pyrrolo[3,2-c]pyridin-6-amine